ClC=1C=C2C=C(N(C2=CC1)C)C(=O)N1CCC(CC1)C(=O)C=1OC(=NN1)C=1OC=CC1 (5-Chloro-1-methyl-1H-indol-2-yl)(4-(5-(furan-2-yl)-1,3,4-oxadiazole-2-carbonyl)piperidine-1-yl)methanone